METHOXYAMINE HYDROCHLORIDE Cl.CON